C1(CC1)N(C1=C2C=C(NC2=C(C(=C1)C1=C(C=C(C=C1)N(C)C)F)OC)C1=C(C=C(C=C1)NC(=O)NOC)F)C1=C(C=CC=C1F)F 1-(4-(4-(cyclopropyl-(2,6-difluorophenyl)amino)-6-(4-(dimethylamino)-2-fluorophenyl)-7-methoxy-1H-indol-2-yl)-3-fluorophenyl)-3-methoxyurea